CN1N=C(C(=C1)C)[C@@H](C(C)(C)C)NC1=C(C(C1=O)=O)NC1=C(C(=NC=C1)C(=O)N(C)C)O (R)-4-((2-((1-(1,4-Dimethyl-1H-pyrazol-3-yl)-2,2-dimethylpropyl)amino)-3,4-dioxocyclobut-1-en-1-yl)amino)-3-hydroxy-N,N-dimethylpicolinamide